ethylene 2,4-furandicarboxylate O1C2=CC(=C1)C(=O)OCCOC2=O